(2S,4R)-4-hydroxy-1-[(2R)-3-methyl-2-[3-(4-piperidyloxy)isoxazol-5-yl]butanoyl]-N-[(1S)-1-[4-(4-methylthiazol-5-yl)phenyl]ethyl]pyrrolidine-2-carboxamide O[C@@H]1C[C@H](N(C1)C([C@H](C(C)C)C1=CC(=NO1)OC1CCNCC1)=O)C(=O)N[C@@H](C)C1=CC=C(C=C1)C1=C(N=CS1)C